tert-butyl (3S,5S)-3-amino-5-fluoro-piperidine-1-carboxylate N[C@@H]1CN(C[C@H](C1)F)C(=O)OC(C)(C)C